5-benzyloxypentyl 4-methylbenzenesulfonate CC1=CC=C(C=C1)S(=O)(=O)OCCCCCOCC1=CC=CC=C1